Cl.NC(C(C(=O)OC)O)CC methyl 3-amino-2-hydroxypentanoate HCl salt